BrC=1C(=NC(=NC1)SC)C=1N(C=C(N1)CC)NC1=C(C=CC=C1Cl)Cl 2-(5-bromo-2-(methylthio)pyrimidin-4-yl)-N-(2,6-dichlorophenyl)-4-ethyl-1H-imidazol-1-amine